CC1=NC(=NC(=C1)C)NS(=O)(=O)CC N-(4,6-dimethylpyrimidin-2-yl)ethanesulfonamide